[C@@H]1([C@H](O)[C@@H](O)[C@H](O)[C@H](O1)CO)N β-D-glucopyranosylamine